2-Cyclopentyl-N-(3',4'-difluoro-5-morpholin-4-yl-3-trifluoromethyl-biphenyl-2-yl)-acetamide C1(CCCC1)CC(=O)NC1=C(C=C(C=C1C(F)(F)F)N1CCOCC1)C1=CC(=C(C=C1)F)F